5-(4-hydroxy-3-methylphenyl)-3H-1,2-dithiole-3-thione OC1=C(C=C(C=C1)C1=CC(SS1)=S)C